benzyl (2S)-2-(cyanomethyl)-4-(7-(8-methylnaphthalen-1-yl)-2-(methylsulfinyl)-5,6,7,8-tetrahydropyrido[3,4-d]pyrimidin-4-yl)piperazine-1-carboxylate C(#N)C[C@@H]1N(CCN(C1)C=1C2=C(N=C(N1)S(=O)C)CN(CC2)C2=CC=CC1=CC=CC(=C21)C)C(=O)OCC2=CC=CC=C2